4-[(4-ethynyl-1-piperidyl)methyl]piperidin-4-ol C(#C)C1CCN(CC1)CC1(CCNCC1)O